potassium 9-chlorohexadecafluoro-3-oxanonane-1-sulfonate ClC(C(C(C(C(C(OC(C(S(=O)(=O)[O-])(F)F)(F)F)(F)F)(F)F)(F)F)(F)F)(F)F)(F)F.[K+]